O=C1NC(CCC1NC1=CC(=C(C(=C1)F)N1CCN(CC1)C(=O)OC(C)(C)C)F)=O tert-butyl 4-[4-[(2,6-dioxo-3-piperidyl)amino]-2,6-difluoro-phenyl]piperazine-1-carboxylate